NC(C(=O)O)C1=CC=C(C=C1)O amino-(4-hydroxyphenyl)acetic acid